(rac)-2-[6-amino-5-(trifluoromethoxy)pyridin-3-yl]-N-[2-(pyridin-2-yl)propan-2-yl]-6,7-dihydrospiro[pyrazolo[5,1-c][1,4]oxazine-4,3'-pyrrolidine]-1'-carboxamide NC1=C(C=C(C=N1)C1=NN2C(=C1)[C@@]1(CN(CC1)C(=O)NC(C)(C)C1=NC=CC=C1)OCC2)OC(F)(F)F |r|